(S)-3-(4-amino-2-chloro-4,6-dihydrospiro[cyclopenta[d]thiazole-5,4'-piperidine]-1'-yl)-6-((2,3-dichloropyridin-4-yl)thio)pyrazin-2(1H)-one N[C@@H]1C=2N=C(SC2CC12CCN(CC2)C=2C(NC(=CN2)SC2=C(C(=NC=C2)Cl)Cl)=O)Cl